7-bromo-1-isopropyl-4-oxo-1,4-dihydroquinolin-3-yl acetate C(C)(=O)OC1=CN(C2=CC(=CC=C2C1=O)Br)C(C)C